COC(C(F)(F)F)C(F)(F)F hexafluoroisopropyl methyl ether